C1(=CC=CC=C1)S(=O)(=O)O.NC[C@]1([C@H]2[C@@H]3C[C@@H](CC[C@H]13)C2)CC(=O)OC(C)C isopropyl 2-((1R,2R,3S,6R,8R)-2-(aminomethyl)tricyclo[4.2.1.03,8]nonan-2-yl)acetate benzenesulfonate